C(#N)C(NC(=O)[C@@H]1[C@H]2C([C@H]2CN1C([C@H](C(C)(C)C)NC(C(F)(F)F)=O)=O)(C)C)C1=CN=CC2=C(C=CC=C12)F (1R,2S,5S)-N-(cyano(8-fluoroisoquinolin-4-yl)methyl)-3-((S)-3,3-dimethyl-2-(2,2,2-trifluoroacetamido)butanoyl)-6,6-dimethyl-3-azabicyclo[3.1.0]hexane-2-carboxamide